ClC1=C(NC2=CC=NC=C2C1=O)C1=C(C=C(C=C1)C1(CC1)C(F)(F)F)C 3-chloro-2-[2-methyl-4-[1-(trifluoromethyl)cyclopropyl]phenyl]-1H-1,6-naphthyridin-4-one